C(C)(C)N1CCC(CC1)CNC(=O)NC=1C=NC(=C(C1)[N+](=O)[O-])C 1-((1-isopropylpiperidin-4-yl)methyl)-3-(6-methyl-5-nitropyridin-3-yl)urea